[Mg].NCCCNC(=O)C1=NC2=CC=CC=C2C=C1NC1=CC=C(C=C1)F N-(3-aminopropyl)-3-((4-fluorophenyl)amino)quinoline-2-carboxamide magnesium